lithium 4-ethylphenoxide C(C)C1=CC=C([O-])C=C1.[Li+]